(1S,4R)-N-benzyl-N-methyl-7-azabicyclo[2.2.1]heptan-2-amine C(C1=CC=CC=C1)N(C1[C@@H]2CC[C@H](C1)N2)C